OCCCOCCCOC1=NOC(=C1)C(C(=O)OCC)C(C)C ethyl 2-(3-(3-(3-hydroxypropoxy)propoxy)isoxazol-5-yl)-3-methylbutanoate